Ethyl 1-methyl-2-(2-{[7-(5-methyl-1,2,4-oxadiazol-3-yl) isoquinolin-1-yl] amino} ethyl)-1H-1,3-benzodiazole-5-carboxylate CN1C(=NC2=C1C=CC(=C2)C(=O)OCC)CCNC2=NC=CC1=CC=C(C=C21)C2=NOC(=N2)C